5-chloro-2-(difluoromethyl)-N-((1r,4r)-4-((3-(4-(1-methyl-1H-imidazol-2-yl)phenyl)-2-oxo-2,3-dihydro-1H-benzo[d]imidazol-1-yl)methyl)cyclohexyl)nicotinamide ClC=1C=NC(=C(C(=O)NC2CCC(CC2)CN2C(N(C3=C2C=CC=C3)C3=CC=C(C=C3)C=3N(C=CN3)C)=O)C1)C(F)F